2-(3-(4-((1R,3R)-2-(bicyclo[1.1.1]pentan-1-yl)-3-methyl-2,3,4,9-tetrahydro-1H-pyrido[3,4-b]indol-1-yl)phenoxy)azetidin-1-yl)ethan-1-ol C12(CC(C1)C2)N2[C@@H](C=1NC3=CC=CC=C3C1C[C@H]2C)C2=CC=C(OC1CN(C1)CCO)C=C2